COC(C1=CC=CC=C1C1NCCOC1\C=C\C1=CC=CC2=CC=CC=C12)=O (E)-2-(1-naphthylvinyl)-3-morpholinebenzoic acid methyl ester